C(C)(C)(C)OC(=O)N1C[C@H]([C@@H](CC1)C1=CC=C(C=C1)O)COC=1C=C2C(NCC2=CC1)=O |r| (+/-)-trans-4-(4-hydroxyphenyl)-3-{[(3-oxoisoindolin-5-yl)oxy]methyl}piperidine-1-carboxylic acid tert-butyl ester